tri-i-propoxyaluminum C(C)(C)O[Al](OC(C)C)OC(C)C